1-fluoro-2-methyl ethylene carbonate C(O)(O)=O.FC=CC